di-zinc (trans-1,2-bis(3-pyridyl)-ethylene) N1=CC(=CC=C1)\C=C\C=1C=NC=CC1.[Zn].[Zn]